OC1=C(C(=O)O)C=C(C=C1)OCC=1C=NC(=NC1)C1=CC(=CC=C1)NS(=O)(=O)CCC(F)(F)F 2-Hydroxy-5-((2-(3-((3,3,3-trifluoropropyl)sulfonamido)phenyl)pyrimidin-5-yl)methoxy)benzoic acid